tert-Butyl 2-(dimethylcarbamoyl)-3-fluoro-7,8-dihydro-4H-pyrazolo[1,5-a][1,4]diazepine-5(6H)-carboxylate CN(C(=O)C1=NN2C(CN(CCC2)C(=O)OC(C)(C)C)=C1F)C